1-(4-(1H-pyrazol-4-yl)phenyl)-N-(4-fluorophenyl)piperidine-4-carboxamide N1N=CC(=C1)C1=CC=C(C=C1)N1CCC(CC1)C(=O)NC1=CC=C(C=C1)F